triethyl-boron C(C)B(CC)CC